potassium silver sulfide [S-2].[Ag+].[K+]